FC1=C(C(=CC=C1)OC)N1N=C2C(=CC1=O)NN=C2C2=CC=C(C=C2)N2CCC(CC2)O 5-(2-fluoro-6-methoxyphenyl)-3-(4-(4-hydroxylpiperidin-1-yl)phenyl)-1H-pyrazolo[4,3-c]pyridazin-6(5H)-one